3,3,3-trifluoropropyl phosphate P(=O)(OCCC(F)(F)F)([O-])[O-]